C(C)(C)(C)OC(=O)N1C2CN(CC1CC2)C=2C1=C(N=C(N2)OC[C@H]2N(CCC2)C)N=C(C=C1)C1=CC=CC2=CC=CC(=C12)Cl 3-(7-(8-chloronaphthalen-1-yl)-2-(((S)-1-methylpyrrolidin-2-yl)methoxy)pyrido[2,3-d]pyrimidin-4-yl)-3,8-diazabicyclo[3.2.1]octane-8-carboxylic acid tert-butyl ester